CN(C)C[C@@H]1CN(C[C@H]1NC1=NN=C(C2=CC=CC=C12)C1=CC=C(C=C1)C(F)(F)F)C(C=C)=O 1-((3R,4S)-3-((dimethylamino)methyl)-4-((4-(4-(trifluoromethyl)phenyl)phthalazin-1-yl)amino)pyrrolidin-1-yl)prop-2-en-1-one